COC(C1=CC=C(C=C1)CCC(=O)OC(C)(C)C)=O 4-(3-(tert-butoxy)-3-oxopropyl)benzoic acid methyl ester